(S)-4-((4-cyanophenyl)sulfonamido)-3-(4,4-difluorocyclohexyl)-N-(3,3-dimethylbutan-2-yl)-1-methyl-1H-pyrazole-5-carboxamide C(#N)C1=CC=C(C=C1)S(=O)(=O)NC=1C(=NN(C1C(=O)N[C@@H](C)C(C)(C)C)C)C1CCC(CC1)(F)F